4-[2-(4-chloro-3-fluorophenoxy)acetamido]-2-hydroxy-N-[(4-methylpyridin-2-yl)methyl]bicyclo[2.2.2]octane-1-carboxamide ClC1=C(C=C(OCC(=O)NC23CC(C(CC2)(CC3)C(=O)NCC3=NC=CC(=C3)C)O)C=C1)F